CN1N=C2[C@@H](N(CCC2=C1C=1C=NN(C1C(F)(F)F)C)C(=O)C1=CC(=CC(=C1)N1N=CC=N1)C)C (S)-(2,7-Dimethyl-3-(1-methyl-5-(trifluoromethyl)-1H-pyrazol-4-yl)-2,4,5,7-tetrahydro-6H-pyrazolo[3,4-c]pyridin-6-yl)(3-methyl-5-(2H-1,2,3-triazol-2-yl)phenyl)methanone